(R)-N-(1-(3-(difluoromethyl)-2-fluorophenyl)ethyl)-6-(1,2,3,6-tetrahydropyridin-4-yl)cinnolin-4-amine FC(C=1C(=C(C=CC1)[C@@H](C)NC1=CN=NC2=CC=C(C=C12)C=1CCNCC1)F)F